1-(4-(bromomethyl)phenyl)-1H-pyrrole BrCC1=CC=C(C=C1)N1C=CC=C1